4-(2-methyl-6,7-dihydropyrazolo[1,5-a]pyrimidin-4(5H)-yl)-N-(3'-methyl-[1,1'-biphenyl]-4-yl)-4-oxobutanamide CC1=NN2C(N(CCC2)C(CCC(=O)NC2=CC=C(C=C2)C2=CC(=CC=C2)C)=O)=C1